ClC1=CC=C(C(=N1)C(=O)OC(C)(C)C)NC(C)C=1C=C(C=C2C(C(=C(OC12)SCC)C)=O)F tert-Butyl 6-chloro-3-[1-(2-ethylsulfanyl-6-fluoro-3-methyl-4-oxo-chromen-8-yl)ethylamino]pyridine-2-carboxylate